2,4-di(t-butyl)-3-methylphenol C(C)(C)(C)C1=C(C=CC(=C1C)C(C)(C)C)O